N-[3-(3-chloro-4-cyano-phenoxy)-2,2,4,4-tetramethyl-cyclobutyl]-4-[4-(hydroxymethyl)-1-piperidyl]benzamide ClC=1C=C(OC2C(C(C2(C)C)NC(C2=CC=C(C=C2)N2CCC(CC2)CO)=O)(C)C)C=CC1C#N